(6S,9R)-6-(2,3-difluorophenyl)-6-hydroxy-6,7,8,9-tetrahydro-5H-cyclohepta[b]pyridin-9-yl 4-(2-oxo-2,3-dihydro-1H-imidazo[4,5-b]pyridin-1-yl)piperidine-1-carboxylate O=C1N(C=2C(=NC=CC2)N1)C1CCN(CC1)C(=O)O[C@@H]1CC[C@@](CC=2C1=NC=CC2)(O)C2=C(C(=CC=C2)F)F